(S)-N-methyl-3-(2-(3-(1-(4-methyl-4H-1,2,4-triazol-3-ylsulfanyl)ethyl)phenyl)-2H-1,2,3-triazol-4-yl)benzamide CNC(C1=CC(=CC=C1)C1=NN(N=C1)C1=CC(=CC=C1)[C@H](C)SC1=NN=CN1C)=O